C1(CC1)COC1=C(CNCC2CCNCC2)C=C(C(=C1)F)F N-(2-(cyclopropylmethoxy)-4,5-difluorobenzyl)-1-(piperidin-4-yl)methanamine